4-[4-(4-fluorophenyl)-5-(4-pyridyl)-1H-imidazol-2-yl]phenol FC1=CC=C(C=C1)C=1N=C(NC1C1=CC=NC=C1)C1=CC=C(C=C1)O